O[C@@H]1[C@@H](CNC1)NC(C)=O N-((3r,4s)-4-hydroxypyrrolidin-3-yl)acetamide